1-(chloromethyl)-6-fluoroisoquinoline ClCC1=NC=CC2=CC(=CC=C12)F